NC=1C=C(C=C(C1)C(F)(F)F)[C@@H](C)NC=1C2=C(N=C(N1)C)N=C(C(=C2)C#CC2CC2)OC (R)-N-(1-(3-amino-5-(trifluoromethyl)phenyl)ethyl)-6-(cyclopropylethynyl)-7-methoxy-2-methylpyrido[2,3-d]pyrimidin-4-amine